FC=1C(=NC=C(C1)F)NC(CC[C@H]/1C2C3CCC=4C(=CC=CC4C3CC[C@@]2(C(\C1=C/O)=O)C)F)=O N-(3,5-difluoropyridin-2-yl)-3-((13S,15S,Z)-4-fluoro-16-(hydroxylmethylene)-13-methyl-17-oxo-7,8,9,11,12,13,14,15,16,17-decahydro-6H-cyclopenta[a]phenanthren-15-yl)propanamide